3-(6-(4,4-difluoropiperidine-1-carbonyl)-2-methylnaphthalen-1-yl)-6-methyl-5,6-dihydro-7H-pyrrolo[3,4-b]pyridin-7-one FC1(CCN(CC1)C(=O)C=1C=C2C=CC(=C(C2=CC1)C=1C=C2C(=NC1)C(N(C2)C)=O)C)F